C(C1=CC=CC=C1)O[C@]12C([C@H]3[C@H]4[C@@H]5CC[C@H]([C@@H](CCCC(C)C)C)[C@]5(CC[C@@H]4[C@]2(CC[C@@H](C1)O)CO3)C)=O 5α-benzyloxy-3β-hydroxy-7β,19-epoxy-cholestan-6-one